OC(CCCCC)(O)O hydroxyhexanediol